FC1=CC=C(C=C1)CC(=O)NC1=C(C=C(C=C1C)C)C1=CC(=C(C=C1)O)OC 2-(4-Fluoro-phenyl)-N-(4'-hydroxy-3'-methoxy-3,5-dimethyl-biphenyl-2-yl)-acetamide